[Br-].P.[Co+2].[Br-] cobalt phosphine bromide